4-[(4S,7R,14R,20R)-26-fluoro-9,13,22-trioxa-2,16,24,28,31,33-hexaazaheptacyclo[21.7.1.12,7.14,7.114,20.016,20.025,30]tetratriaconta-1(31),23,25,27,29-pentaen-27-yl]naphthalen-2-ol FC1=C2N=C3OC[C@]45CCCN4C[C@H](OCCCOC[C@]46CC[C@@H](CN(C(C2=CN=C1C1=CC(=CC2=CC=CC=C12)O)=N3)C6)N4)C5